Fluoroglycin FNCC(=O)O